Methyl 4-(1-(2-methoxy-2-oxoethyl)-1,2-dihydroacenaphthylen-1-yl)butanoate COC(CC1(CC2=CC=CC3=CC=CC1=C23)CCCC(=O)OC)=O